1-(4-(4-(difluoromethyl)phenyl)-5-(isopropylsulfanyl)thiazol-2-yl)-4-(3-fluorophenyl)-3-methyl-1H-pyrazole-5-carboxylic acid FC(C1=CC=C(C=C1)C=1N=C(SC1SC(C)C)N1N=C(C(=C1C(=O)O)C1=CC(=CC=C1)F)C)F